(1s,4s)-4-((2-((6-(1-(Cyclopropylsulfonyl)-1H-pyrazol-4-yl)pyrazin-2-yl)amino)-5-(1-(difluoromethyl)-1H-pyrazol-3-yl)pyridin-4-yl)amino)-1-methylcyclohexan-1-ol C1(CC1)S(=O)(=O)N1N=CC(=C1)C1=CN=CC(=N1)NC1=NC=C(C(=C1)NC1CCC(CC1)(O)C)C1=NN(C=C1)C(F)F